2,7-dimethyl-9,10-bis(methoxycarbonyloxy)anthracene CC1=CC2=C(C3=CC(=CC=C3C(=C2C=C1)OC(=O)OC)C)OC(=O)OC